6-chloro-1-(benzenesulfonyl)-1H-pyrrolo[3,2-c]pyridine ClC1=CC2=C(C=N1)C=CN2S(=O)(=O)C2=CC=CC=C2